O=C1CC(C1)(C(=O)O)C(=O)O 3-oxocyclobutane-1,1-dicarboxylic acid